N-palmitoyl-taurine C(CCCCCCCCCCCCCCC)(=O)NCCS(=O)(=O)O